C1(CC1)S(=O)(=O)N1N=CC(=C1)C1=NC=CC(=N1)NC1=NC=C(C(=C1)NC1CCC(CC1)NCCF)C1=NN(C=C1)CC(F)F N2-(2-(1-(Cyclopropylsulfonyl)-1H-pyrazol-4-yl)pyrimidin-4-yl)-5-(1-(2,2-difluoroethyl)-1H-pyrazol-3-yl)-N4-((1s,4s)-4-((2-fluoroethyl)amino)cyclohexyl)pyridine-2,4-diamine